C(C)(C)(C)OC(N[C@H]1CSC2=C(NC1=O)C=C(C(=C2)F)Br)=O N-[(3R)-7-bromo-8-fluoro-4-keto-3,5-dihydro-2H-1,5-benzothiazepin-3-yl]carbamic acid tert-butyl ester